3-(4-((4-(ethoxymethyl)-4-phenethyl-piperidin-1-yl)methyl)phenyl)-1H-1,2,4-triazol-5(4H)-one C(C)OCC1(CCN(CC1)CC1=CC=C(C=C1)C1=NNC(N1)=O)CCC1=CC=CC=C1